2-alpha-L-fucosyllactose [C@@H]1([C@@H](O)[C@H](O)[C@H](O)[C@@H](O1)C)[C@@]1(C(O)O[C@@H]([C@H]([C@@H]1O)O[C@H]1[C@H](O)[C@@H](O)[C@@H](O)[C@H](O1)CO)CO)O